N'-[3-[5,7-difluoro-2-(4-fluorophenyl)-1H-indol-3-yl]cyclobutyl]malonamide FC=1C=C2C(=C(NC2=C(C1)F)C1=CC=C(C=C1)F)C1CC(C1)NC(CC(=O)N)=O